CN(CCCO)CC N-methyl-N-ethyl-3-amino-1-propanol